(1R,2R)-2-(2-fluoro-4-(2-(1-methyl-1H-pyrazol-4-yl)-3H-imidazo[4,5-b]pyridin-7-yl)phenyl)cyclobutan-1-amine FC1=C(C=CC(=C1)C1=C2C(=NC=C1)NC(=N2)C=2C=NN(C2)C)[C@@H]2[C@@H](CC2)N